NC1=CC=C(OCCCCCCCCOC2=CC=C(C=C2)N)C=C1 1,8-bis(4-aminophenoxy)octane